ClC=1N=C(C2=C(N1)C=CS2)N2CCOCC2 2-chloro-4-(4-morpholinyl)thieno[3,2-d]pyrimidine